γ-methacryloyloxypropylmethoxydimethylsilane C(C(=C)C)(=O)OCCC[Si](C)(C)OC